methyl 1-(morpholine-4-carbonyl)cyclopropanecarboxylate N1(CCOCC1)C(=O)C1(CC1)C(=O)OC